((3,4-dimethoxyphenyl)methylene)bis(2-methoxy-4,1-phenylene) bis(2-bromo-2-methylpropanoate) BrC(C(=O)OC1=C(C=C(C=C1)C(C1=CC(=C(C=C1)OC(C(C)(C)Br)=O)OC)C1=CC(=C(C=C1)OC)OC)OC)(C)C